Titanium Dineodecanoate Diisopropoxide CC([O-])C.CC([O-])C.C(CCCCCC(C)(C)C)(=O)[O-].C(CCCCCC(C)(C)C)(=O)[O-].[Ti+4]